2-(2,6-dioxopiperidin-3-yl)-4-((5-(4-(5-((7-(quinolin-3-yl)pyrrolo[2,1-f][1,2,4]triazin-2-yl)amino)pyridin-2-yl)piperazin-1-yl)pentyl)oxy)isoindoline-1,3-dione O=C1NC(CCC1N1C(C2=CC=CC(=C2C1=O)OCCCCCN1CCN(CC1)C1=NC=C(C=C1)NC1=NN2C(C=N1)=CC=C2C=2C=NC1=CC=CC=C1C2)=O)=O